C1(CC1)C(=O)NC1=NC=C(C(=O)NOC)C(=C1)NC1=CC=C2C=NN(C2=C1)C 6-(cyclopropanecarboxamido)-N-Methoxy-4-((1-methyl-1H-indazol-6-yl)amino)nicotinamide